2-(pyrazine-2-yl)pyrimidine-4,6-diol N1=C(C=NC=C1)C1=NC(=CC(=N1)O)O